C(=O)C=1C(=C2C=C(N(C2=CC1)CC(C)N1CC(NCC1)=O)C#N)C 5-formyl-4-methyl-1-[2-(3-oxopiperazin-1-yl)propyl]-1H-indole-2-carbonitrile